C(N)(=O)C1=NC(=CC=C1NC(=O)C1CN(CC1)C(=O)OC(C)(C)C)Cl tert-Butyl 3-[(2-carbamoyl-6-chloro-3-pyridyl)carbamoyl]pyrrolidine-1-carboxylate